C1CNC[C@H]2N1C1=C(OC2)C=C(C=C1)N(C1C(NC(CC1)=O)=O)C 3-(((R)-1,2,3,4,4a,5-hexahydrobenzo[b]pyrazino[1,2-d][1,4]oxazin-8-yl)(methyl)amino)piperidine-2,6-dione